butyl ((1r,4r)-4-(pyridin-4-yloxy)cyclohexyl)carbamate N1=CC=C(C=C1)OC1CCC(CC1)NC(OCCCC)=O